CC1=CC(OC2=CC(=CC=C12)OCCNC(C=C)=O)=O N-(2-((4-methyl-2-oxo-2H-chromen-7-yl)oxy)ethyl)acrylamide